ClC1=CC=C(C(=N1)C(=O)O)N[C@H](C)C=1C=C(C=C2C(C(=C(OC12)C=1NC2=CC=CC=C2C1)C)=O)C 6-Chloro-3-[[(1R)-1-[2-(1H-indol-2-yl)-3,6-dimethyl-4-oxo-chromen-8-yl]ethyl]amino]pyridine-2-carboxylic acid